FC=1C=C(C=C(C1F)F)C1=CC=CC=2C=C(OC21)CCC#N 3-(7-(3,4,5-Trifluorophenyl)benzofuran-2-yl)propionitrile